3-(8-(bis(4-methoxybenzyl)amino)-2-((2,6-difluorophenyl)(hydroxy)methyl)-5-(4-methyloxazol-5-yl)-[1,2,4]triazolo[1,5-a]pyrazin-6-yl)benzonitrile COC1=CC=C(CN(C=2C=3N(C(=C(N2)C=2C=C(C#N)C=CC2)C2=C(N=CO2)C)N=C(N3)C(O)C3=C(C=CC=C3F)F)CC3=CC=C(C=C3)OC)C=C1